2-(4-Methoxyphenyl)-5-{[(3R)-2-oxoazepan-3-yl]amino}[1,2,4]triazolo[1,5-c]quinazoline-10-carboxylic acid methyl ester COC(=O)C=1C=2C=3N(C(=NC2C=CC1)N[C@H]1C(NCCCC1)=O)N=C(N3)C3=CC=C(C=C3)OC